2-Isopropyl-6-methyl-pyrrolo[2,3-b]pyridin C(C)(C)C1=CC=2C(=NC(=CC2)C)N1